2-Chloro-4-{[1-(4-difluoromethoxy-benzenesulfonyl)-2,3-dihydro-1H-indole-6-carbonyl]-amino}-benzoic acid ClC1=C(C(=O)O)C=CC(=C1)NC(=O)C1=CC=C2CCN(C2=C1)S(=O)(=O)C1=CC=C(C=C1)OC(F)F